O1C=NC=C1C1=CC=C(C=C1)NC(=O)C=1NC=CC1 N-(4-(oxazol-5-yl)phenyl)-1H-pyrrole-2-carboxamide